3-bromo-5-fluoro-2-(trifluoromethyl)pyridine BrC=1C(=NC=C(C1)F)C(F)(F)F